Di(isooctyl) terephthalate C(C1=CC=C(C(=O)OCCCCCC(C)C)C=C1)(=O)OCCCCCC(C)C